6-bromo-N-cyclopropyl-1-methyl-1,2-dihydro-3H-benzo[e]Indole-3-carboximidamide 2,2,2-trifluoroAcetic acid salt FC(C(=O)O)(F)F.BrC1=CC=CC=2C=3C(CN(C3C=CC21)C(NC2CC2)=N)C